C(C)N1C2=C(OCC1)C=CC(=C2)S(=O)(=O)N2CCC1(C[C@@H](CO1)NC[C@@H](COC=1C=C(C=CC1)S(=O)(=O)NC)O)CC2 3-((S)-3-((S)-8-(4-ethyl-3,4-dihydro-2H-benzo[b][1,4]oxazin-6-ylsulfonyl)-1-oxa-8-azaspiro[4.5]decan-3-ylamino)-2-hydroxypropoxy)-N-methylbenzenesulfonamide